tert-butyl 3-[7-[[(1R)-1-[3-(difluoromethyl)-2-fluoro-phenyl]ethyl] carbamoyl]-1H-indazol-5-yl]-2,5-dihydropyrrole-1-carboxylate FC(C=1C(=C(C=CC1)[C@@H](C)NC(=O)C=1C=C(C=C2C=NNC12)C=1CN(CC1)C(=O)OC(C)(C)C)F)F